COC(C1=C(C=CC=C1)NC(CC(=O)OC)=O)=O 2-(3-methoxy-3-oxopropionylamino)benzoic acid methyl ester